FC(C(=O)O)(F)F.O=C1C([C@@H]2CCNC[C@H]12)=O (1r,6r)-8-oxo-3-azabicyclo[4.2.0]octane-7-one trifluoroacetate